diperoxy dicarbonate C1(OOOOC(OOOO1)=O)=O